ClC1=CC(=NC2=CC=CC=C12)CC(=O)N 4-chloro-2-quinolineacetamide